3-(2-(4-methoxybenzyl)-1,2,3,4-tetrahydroisoquinolin-5-yl)3-phenylpropionic acid ethyl ester C(C)OC(CC(C1=CC=CC=C1)C1=C2CCN(CC2=CC=C1)CC1=CC=C(C=C1)OC)=O